4-((1r,3S)-3-chlorocyclobutoxy)-2-cyclopropyl-N-((S,E)-4-(methylsulfonyl)but-3-en-2-yl)pyrimidine-5-carboxamide ClC1CC(C1)OC1=NC(=NC=C1C(=O)N[C@@H](C)\C=C\S(=O)(=O)C)C1CC1